1-[6-(2,5-dioxopyrrolidin-1-yloxy)-6-oxohexyl]-3,3-dimethyl-5-sulfo-1,3-dihydro-2H-indol O=C1N(C(CC1)=O)OC(CCCCCN1CC(C2=CC(=CC=C12)S(=O)(=O)O)(C)C)=O